Triethylene glycol bis[3-(3-t-butyl-4-hydroxy-5-methylphenyl) propionate] C(C)(C)(C)C=1C=C(C=C(C1O)C)CCC(=O)OCCOCCOCCOC(CCC1=CC(=C(C(=C1)C)O)C(C)(C)C)=O